diethoxyaluminum C(C)O[Al]OCC